4-fluoro-1-[2-(1-methyl-1H-pyrazol-5-yl)acetyl]-N-{phenyl[4-(propan-2-yl)phenyl]methyl}pyrrolidine-2-carboxamide FC1CC(N(C1)C(CC1=CC=NN1C)=O)C(=O)NC(C1=CC=C(C=C1)C(C)C)C1=CC=CC=C1